4-(trifluoro-methyl)benzoic acid FC(C1=CC=C(C(=O)O)C=C1)(F)F